1,3,5-tri-(dimethylaminopropyl)-hexahydrotriazine CN(C)CCCN1NN(CC(C1)CCCN(C)C)CCCN(C)C